CC1=CC=C(C=C1C1=CC=CC=C1)N 6-methyl-(1,1'-biphenyl)-3-amine